CC(C=CC1=CC=CC=C1)=CC=CC=C(C=CC1=CC=CC=C1)C (3,8-dimethyldeca-1,3,5,7,9-pentaene-1,10-diyl)dibenzene